NCC1(CCN(CC1)C=1C(N(C(=CN1)SC1=C(C(=CC=C1)Cl)Cl)C)=O)C 3-(4-(Aminomethyl)-4-methylpiperidin-1-yl)-6-((2,3-dichlorophenyl)thio)-1-methylpyrazin-2(1H)-on